6-[(5S)-3-bromo-4,5-dihydroisoxazol-5-yl]-3-methyl-N-[3-(trifluoromethyl)phenyl]pyridin-2-amine BrC1=NO[C@@H](C1)C1=CC=C(C(=N1)NC1=CC(=CC=C1)C(F)(F)F)C